(S)-4-((3,5-dimethylisoxazol-4-yl)methyl)-N-(7-((3-hydroxyoxetan-3-yl)ethynyl)-5-methyl-4-oxo-2,3,4,5-tetrahydrobenzo[b][1,4]oxazepin-3-yl)picolinamide CC1=NOC(=C1CC1=CC(=NC=C1)C(=O)N[C@@H]1C(N(C2=C(OC1)C=CC(=C2)C#CC2(COC2)O)C)=O)C